CN1C=NC(=C1C)C1=CC2=C(N=CN=C2C=2C(=NN(C2)CC(C)(O)C)C2=CC=C(C=C2)F)O1 {4-[6-(1,5-dimethyl-1H-imidazol-4-yl)furo[2,3-d]pyrimidin-4-yl]-3-(4-fluorophenyl)-1H-pyrazol-1-yl}-2-methylpropan-2-ol